N-[4-[(6,7-dimethoxy-1,5-naphthyridin-4-yl)oxy]-3-fluorophenyl]-6-(4-fluorophenyl)-2,3-dimethyl-5-oxopyridazine-4-carboxamide COC=1N=C2C(=CC=NC2=CC1OC)OC1=C(C=C(C=C1)NC(=O)C1=C(N(N=C(C1=O)C1=CC=C(C=C1)F)C)C)F